tri(2-chloroethyl)ammonium ClCC[NH+](CCCl)CCCl